NC(C(=O)O)CC1=NC=C(C=C1)CNC=1N=NC(=NN1)C 2-amino-3-(5-((6-methyl-1,2,4,5-tetrazin-3-ylamino)methyl)pyridin-2-yl)propanoic acid